3-fluoro-5-(difluoromethyl)-phenol FC=1C=C(C=C(C1)C(F)F)O